ClC1=CC=C(C(=N1)N1N(C(=C(C1=O)NC(C1=CC=C(C=C1)OC(F)F)=O)C1=C(C=C(C=C1F)OC)F)C)F N-[2-(6-chloro-3-fluoropyridin-2-yl)-5-(2,6-difluoro-4-methoxyphenyl)-1-methyl-3-oxo-2,3-dihydro-1H-pyrazol-4-yl]-4-(difluoromethoxy)benzamide